C(CCCCCC(C)C)(=O)OCCCCCCC(C)C isononyl isonon-anoate